N-(6-((1H-pyrazol-1-yl)methyl)-5-fluoro-4-methoxybenzo[d]isoxazol-3-yl)-7-methoxyspiro[chroman-4,2'-[1,3]dithiolane]-8-sulfonamide N1(N=CC=C1)CC1=CC2=C(C(=NO2)NS(=O)(=O)C=2C(=CC=C3C2OCCC32SCCS2)OC)C(=C1F)OC